O=C1NC(CCC1N1C(N(C2=C1C=CC(=C2)N2CCC(CC2)OC2CC(C2)CN2CCN(CC2)C(=O)OCC2=CC=CC=C2)C)=O)=O benzyl 4-[[3-[[1-[1-(2,6-dioxo-3-piperidyl)-3-methyl-2-oxo-benzimidazol-5-yl]-4-piperidyl]oxy]cyclobutyl]methyl]piperazine-1-carboxylate